N=1C=CN2C1SC1=NC(=CC=C12)C=1C(=CC(=NC1)NC(C)=O)NC1=NC(=CC(=C1)C)S(=O)(=O)C N-(5-(imidazo[2',1':2,3]thiazolo[5,4-b]pyridin-7-yl)-4-((4-methyl-6-(methylsulfonyl)pyridin-2-yl)amino)pyridin-2-yl)acetamide